2-chloro-6-methyl-1-(4-methylbenzenesulfonyl)-4-(4,4,5,5-tetramethyl-1,3,2-dioxaborolan-2-yl)pyrrolo[2,3-c]pyridin-7-one ClC1=CC2=C(C(N(C=C2B2OC(C(O2)(C)C)(C)C)C)=O)N1S(=O)(=O)C1=CC=C(C=C1)C